OC[C@H]1CN([C@H](CO1)CC1=CC=C(C=C1)C(F)(F)F)C(=O)OC(C)(C)C tert-butyl (2R,5S)-2-(hydroxymethyl)-5-(4-(trifluoromethyl)benzyl)morpholine-4-carboxylate